(3S,3'S)-4,4'-((((2',2''-dimethyl-[1,1':3',1'':3'',1'''-quaterphenyl]-4,4'''-diyl)bis(oxy))bis(ethane-2,1-diyl))bis(azanediyl))bis(3-hydroxybutanoic acid) CC1=C(C=CC=C1C1=C(C(=CC=C1)C1=CC=C(C=C1)OCCNC[C@H](CC(=O)O)O)C)C1=CC=C(C=C1)OCCNC[C@H](CC(=O)O)O